(3-{[2-(benzyloxy)ethyl](methyl)amino}propyl)-4-bromo-3-methylbenzene-1,2-diamine C(C1=CC=CC=C1)OCCN(CCCC1=C(C(=C(C(=C1)N)N)C)Br)C